tert-butyl (3S,4S)-3-((3-cyano-5-fluoro-6-(7-methoxy-6-morpholinoimidazo[1,2-b]pyridazin-3-yl)pyridin-2-yl)amino)-4-fluoropiperidine-1-carboxylate C(#N)C=1C(=NC(=C(C1)F)C1=CN=C2N1N=C(C(=C2)OC)N2CCOCC2)N[C@H]2CN(CC[C@@H]2F)C(=O)OC(C)(C)C